5-methoxy-3H-imidazo[4,5-b]pyridin COC1=CC=C2C(=N1)NC=N2